trans-N-Cbz-4-hydroxy-L-proline C(=O)(OCC1=CC=CC=C1)N1[C@@H](C[C@H](C1)O)C(=O)O